OC[C@@H](C1=CC=CC=C1)NC1=NC(=NC=C1C(=O)OCC)NC=1C=C2CCNC(C2=CC1)=O ethyl 4-[[(1R)-2-hydroxy-1-phenyl-ethyl]amino]-2-[(1-oxo-3,4-dihydro-2H-isoquinolin-6-yl)amino]pyrimidine-5-carboxylate